ClC1=C2C(=CC(=CC2=CC=C1F)O[Si](C(C)C)(C(C)C)C(C)C)[Sn](C)(C)C ((5-chloro-6-fluoro-4-(trimethylstannyl)naphthalen-2-yl)oxy)triisopropylsilane